BrC1=C2CCC(OC2=CC=C1)C 5-bromo-2-methyl-chromane